2-(4-(4-(aminomethyl)-1-carbonyl-1,2-dihydro-phthalazin-6-yl)-1-methyl-1H-pyrazol-5-yl)-6-cyclopropoxy-4-(3-(dimethylamino)-3-methylbut-1-yn-1-yl)-3-fluorobenzonitrile NCC1=NNC(C2=CC=C(C=C12)C=1C=NN(C1C1=C(C#N)C(=CC(=C1F)C#CC(C)(C)N(C)C)OC1CC1)C)=C=O